CC1(C2=CC=CC=C2C=2C=CC(=CC12)C#N)C 9,9-dimethyl-9H-fluorene-2-carbonitrile